NC1=C(C(=O)O)C=CC(=N1)OCC(C(C(F)(F)F)(F)F)(F)F 2-amino-6-(2,2,3,3,4,4,4-heptafluorobutoxy)nicotinic acid